C(C)O[Si]1(N(CCC1)CCN)OCC 2,2-diethoxy-N-(aminoethyl)-1-aza-2-silacyclopentane